gallium bismuth zinc [Zn].[Bi].[Ga]